(20S)-20-formyl-pregn-4,6-dien-3-one C(=O)[C@@H](C)[C@H]1CC[C@H]2[C@@H]3C=CC4=CC(CC[C@]4(C)[C@H]3CC[C@]12C)=O